4-(4-methoxyphenyl)-N-(3-oxo-2,3-dihydro-1H-isoindol-5-yl)-9-propyl-9-azabicyclo[4.2.1]non-3-ene-3-carboxamide COC1=CC=C(C=C1)C1=C(CC2CCC(C1)N2CCC)C(=O)NC=2C=C1C(NCC1=CC2)=O